C1(=CC(=CC=C1)C=1C=C2CCN(C2=CC1)CC=1C(=NC(=NC1)N)N)C 5-((5-(m-tolyl)indolin-1-yl)methyl)pyrimidine-2,4-diamine